1-(difluoroacetyl)-4-[2-methyl-4-({(1R)-1-[2-methyl-3-(trifluoromethyl)phenyl]ethyl}amino)quinazolin-6-yl]-1,4lambda5-azaphosphinan-4-one FC(C(=O)N1CCP(CC1)(=O)C=1C=C2C(=NC(=NC2=CC1)C)N[C@H](C)C1=C(C(=CC=C1)C(F)(F)F)C)F